3,5-di-n-butylstyrene C(CCC)C=1C=C(C=C)C=C(C1)CCCC